2-fluoro-N-(3-methylthieno[3,2-c]pyridin-4-yl)-N-[(3R)-3-piperidyl]-4-[5-(trideuteriomethyl)-1,3,4-thiadiazol-2-yl]benzamide FC1=C(C(=O)N([C@H]2CNCCC2)C2=NC=CC3=C2C(=CS3)C)C=CC(=C1)C=1SC(=NN1)C([2H])([2H])[2H]